N-(1-(4-((3,4-Dichloro-2-fluorophenyl)amino)pyrido[3,2-d]pyrimidin-6-yl)pyrrolidin-3-yl)acrylamide ClC=1C(=C(C=CC1Cl)NC=1C2=C(N=CN1)C=CC(=N2)N2CC(CC2)NC(C=C)=O)F